tert-Butyl (4-(1-(5-fluoro-1-(methyl-d3)-2-oxo-1,2-dihydroquinazolin-4-yl)-1,2,3,5-tetrahydrobenzo[e][1,4]oxazepin-6-yl)-2-methylbut-3-yn-2-yl)carbamate FC1=C2C(=NC(N(C2=CC=C1)C([2H])([2H])[2H])=O)N1CCOCC2=C1C=CC=C2C#CC(C)(C)NC(OC(C)(C)C)=O